CC1=CC=C(C=C1)S(=O)(=O)[O-] 4-tolueneSulfonate